CC(C)P(C(C)CCCC)C(C)CCCC 2-propylbis-(2-hexyl)phosphine